(±)-trans-N-(8-amino-7-chloro-6-(4-methylpyridin-3-yl)isoquinolin-3-yl)-2-cyanocyclopropanecarboxamide NC=1C(=C(C=C2C=C(N=CC12)NC(=O)[C@H]1[C@@H](C1)C#N)C=1C=NC=CC1C)Cl |r|